1,3,3a,4,5,9b-hexahydro-8-methyl-5-(tetrahydro-2,5-dioxo-3-furanyl)-naphtho[1,2-c]furane-1,3-dione CC1=CC=C2C(CC3C(C(OC3=O)=O)C2=C1)C1C(OC(C1)=O)=O